C1(CC1)C1=NN(C(=C1)N)C 3-cyclopropyl-1-methyl-1H-pyrazol-5-amine